N-(tert-butyl)-2-(2-hydroxy-2-methylpropyl)-6-methoxy-3-methylbenzamide C(C)(C)(C)NC(C1=C(C(=CC=C1OC)C)CC(C)(C)O)=O